BrC=1C=C2C(=NC1)N(N=C2)C2=CC(=NC=C2)C(F)(F)F 5-Bromo-1-(2-(trifluoromethyl)pyridin-4-yl)-1H-pyrazolo[3,4-b]pyridine